(S)-6-(2-(2-methylazetidin-1-yl)-6,7-dihydro-5H-cyclopenta[d]pyrimidin-4-yl)-1H-indazole C[C@@H]1N(CC1)C=1N=C(C2=C(N1)CCC2)C2=CC=C1C=NNC1=C2